COC(CCCCCO)C=C 6-methoxyoct-7-en-1-ol